2,2-dibromobiphenyl BrC1(C(=CC=CC1)C1=CC=CC=C1)Br